ClC=1C=C(C=CC1F)NC(N([C@@H]1CCCC=2N(C(C3=CC=CC=C3C12)=O)C)C)=O (R)-3-(3-chloro-4-fluorophenyl)-1-methyl-1-(5-methyl-6-oxo-1,2,3,4,5,6-hexahydrophenanthridin-1-yl)urea